methylcyclopentadienyl-(1,7-dimethylindenyl)zirconium dichloride [Cl-].[Cl-].C[Zr+2](C=1C(C2=C(C=CC=C2C1)C)C)C1C=CC=C1